The molecule is an acyl-CoA oxoanion arising from deprotonation of the phosphate, diphosphate and carboxylic acid functions of (3S)-hydroxyadipyl-CoA. It derives from an oxoacid. It is a conjugate base of a (3S)-3-Hydroxyadipyl-CoA. CC(C)(COP(=O)([O-])OP(=O)([O-])OC[C@@H]1[C@H]([C@H]([C@@H](O1)N2C=NC3=C(N=CN=C32)N)O)OP(=O)([O-])[O-])[C@H](C(=O)NCCC(=O)NCCSC(=O)C[C@H](CCC(=O)[O-])O)O